2-[[4-[6-[[6-(4-cyclopropyltriazol-1-yl)-3-pyridyl]methoxy]-2-pyridyl]-2,5-difluoro-phenyl]methyl]-3-[[(2S)-oxetan-2-yl]methyl]benzimidazole-5-carboxylic acid C1(CC1)C=1N=NN(C1)C1=CC=C(C=N1)COC1=CC=CC(=N1)C1=CC(=C(C=C1F)CC=1N(C2=C(N1)C=CC(=C2)C(=O)O)C[C@H]2OCC2)F